OC(C)(C)C1=CC(=CC2=CC=C(C=C12)C(C)(C)O)C(C)(C)O 1,3,7-tris(α-hydroxyisopropyl)naphthalene